F[C@@]1(CN(CCC1)C1=C(C(=CC=C1[N+](=O)[O-])OC1=C(C=CC=C1)F)C(F)(F)F)CO {(3S)-3-fluoro-1-[3-(2-fluorophenoxy)-6-nitro-2-(Trifluoromethyl)phenyl]piperidine-3-yl}methanol